ClC1=C(C(=CC=C1)Cl)C1CN(C1)C1=CC(=C(C=O)C=C1)F 4-(3-(2,6-dichlorophenyl)azetidin-1-yl)-2-fluorobenzaldehyde